4-[(6R)-2-(4-fluorophenyl)-6-methyl-5,6-dihydro-4H-pyrrolo[1,2-b]pyrazol-3-yl]-6-methyl-1H-pyrazolo[3,4-b]pyridine FC1=CC=C(C=C1)C=1C(=C2N(N1)[C@@H](CC2)C)C2=C1C(=NC(=C2)C)NN=C1